tert-butyl-8-cyano-6-fluoro-7-(1-methyl-1H-pyrazol-5-yl)spiro[benzo[b][1,4]oxazine-2,1'-cyclopropane]-4(3H)-carboxylic acid C(C)(C)(C)C1C2(C1)CN(C1=C(O2)C(=C(C(=C1)F)C1=CC=NN1C)C#N)C(=O)O